Lithium Bisulfide [SH-].[Li+]